magnesium, calcium salt [Ca].[Mg]